2-((1-methyl-1H-indazol-6-yl)amino)-3-phenylquinazolin-4(3H)-one CN1N=CC2=CC=C(C=C12)NC1=NC2=CC=CC=C2C(N1C1=CC=CC=C1)=O